1,1-dimethylethyl-3-formyl-1-(1-methylethyl)-1H-1,2,4-triazole-5-carboxylate CC(C)(C)OC(=O)C1=NC(=NN1C(C)C)C=O